4-hydroxy-4'-butoxyazobenzene OC1=CC=C(C=C1)N=NC1=CC=C(C=C1)OCCCC